FC1=C2C=CC(=NC2=CC=C1)[N+](=O)[O-] 5-fluoro-2-nitroquinoline